FC(OC=1C=C(C=CC1)C=1C=C2C(=NC1)N(C(N2CC=2C=NC=C(C2)F)=O)C)F 6-[3-(difluoromethoxy)phenyl]-1-[(5-fluoro-3-pyridinyl)methyl]-3-methyl-imidazo[4,5-b]pyridin-2-one